1-allyl-1H-indol-4-yl acetate C(C)(=O)OC1=C2C=CN(C2=CC=C1)CC=C